COC1=CC=CC=2C(=N[C@@H](C(NC21)=O)NC([C@@H]([C@@H](C(=O)N)CCC(F)(F)F)CCC(F)(F)F)=O)C2=CC=CC=C2 (2R,3S)-N-((3S)-9-methoxy-2-oxo-5-phenyl-2,3-dihydro-1H-1,4-benzodiazepin-3-yl)-2,3-bis(3,3,3-trifluoropropyl)succinamide